(trifluoromethyl)-1,3-benzoxazole FC(F)(F)C=1OC2=C(N1)C=CC=C2